3-[5-[2-[1-(5-Aminotetrahydropyran-2-carbonyl)-4-piperidyl]ethynyl]-3-methyl-2-oxo-benzimidazol-1-yl]piperidine-2,6-dione NC1CCC(OC1)C(=O)N1CCC(CC1)C#CC1=CC2=C(N(C(N2C)=O)C2C(NC(CC2)=O)=O)C=C1